5-{[(2-bromophenyl)amino]Methylene}-2,2-dimethyl-1,3-dioxane-4,6-dione BrC1=C(C=CC=C1)NC=C1C(OC(OC1=O)(C)C)=O